(2S,3R,4R,5S)-2-(hydroxymethyl)-1-(((S)-1-(4-(trifluoromethyl)pyrimidin-5-yl)pyrrolidin-3-yl)methyl)piperidine-3,4,5-triol OC[C@@H]1N(C[C@@H]([C@H]([C@@H]1O)O)O)C[C@H]1CN(CC1)C=1C(=NC=NC1)C(F)(F)F